COC1=CC=C(C=C1)C1(C=CC2=C(O1)C1=CC=CC=C1C(=C2C(=O)OCCOCCO)C2=CC=CC=C2)C2=CC=C(C=C2)OC 2,2-bis(4-methoxyphenyl)-5-(2-(2-hydroxyethoxy)ethoxycarbonyl)-6-phenyl-[2H]-naphtho[1,2-b]pyran